FC1CC(C1)(C1=NC=CC=C1F)CNC1=NC=C(C=N1)C1=C(C=CC=C1)CC(=O)N 2-{2-[2-({[3-fluoro-1-(3-fluoro(2-pyridyl))cyclobutyl]methyl}amino)pyrimidin-5-yl]phenyl}acetamide